BrC=1C=NC=CC1CN(C(=O)N[C@H]1COCC1(F)F)C 1-[(3-bromo-4-pyridyl)methyl]-3-[(3S)-4,4-difluorotetrahydrofuran-3-yl]-1-methyl-urea